N-(1-isopropylpiperidin-4-yl)-6-methoxy-2-morpholino-7-(3-(pyrrolidin-1-yl)propoxy)quinazolin-4-amine C(C)(C)N1CCC(CC1)NC1=NC(=NC2=CC(=C(C=C12)OC)OCCCN1CCCC1)N1CCOCC1